4-(3-Chloroanilino)-2'-[(2R)-2-methyl-3-{[(5R)-5-methyl-5,6,7,8-tetrahydroquinolin-4-yl]oxy}propyl]-2',3'-dihydrospiro[cyclohexane-1,1'-indene]-4-carboxylic acid ClC=1C=C(NC2(CCC3(C(CC4=CC=CC=C34)C[C@H](COC3=CC=NC=4CCC[C@H](C34)C)C)CC2)C(=O)O)C=CC1